tert-butyl 4-(3-(3-bromo-2-methoxyphenyl)-3-oxopropanethioyl)piperazine-1-carboxylate BrC=1C(=C(C=CC1)C(CC(=S)N1CCN(CC1)C(=O)OC(C)(C)C)=O)OC